1-(5-(4-methylpiperazin-1-yl)pyridine-2-yl)guanidine trifluoroacetate FC(C(=O)O)(F)F.CN1CCN(CC1)C=1C=CC(=NC1)NC(=N)N